O(O)C(C=CC=CC=CC(=O)O)=CC=CC=CCCCCCCCCC 8-hydroperoxy-docosahexaenoic acid